C(C)(C)(C)N1N=C(C=C1NC(OCC1=CC=CC=C1)=O)[C@@H]1C[C@@H](CC1)N1N=NC(=C1)C(C)(C)C cis-benzyl (1-(tert-butyl)-3-(3-(4-(tert-butyl)-1H-1,2,3-triazol-1-yl)cyclopentyl)-1H-pyrazol-5-yl)carbamate